1-methyl-N-(1-methylcyclopropyl)-2-oxo-3H-benzimidazole-5-sulfonamide CN1C(NC2=C1C=CC(=C2)S(=O)(=O)NC2(CC2)C)=O